COC(CNCC(=O)O)=O.C(CC1=CC=CC=C1)COB(O)O phenethylmethyl-boric acid methyl-iminodiacetate